C(C1=CC=CC=C1)OC1=NC(=CC=C1C1=NN(C2=C(C(=CC=C12)Br)F)C)OCC1=CC=CC=C1 3-(2,6-bis(benzyloxy)pyridin-3-yl)-6-bromo-7-fluoro-1-methyl-1H-indazole